BrC1=CC=C(N(C1=O)C)C(=O)O 5-Bromo-1-methyl-6-oxo-1,6-dihydropyridine-2-carboxylic acid